{2-[(2-aminopyrimidin-5-yl)amino]-1-(4,4-difluorocyclohexyl)-2-oxoethyl}-5-fluoro-3-(trifluoromethyl)benzamide NC1=NC=C(C=N1)NC(C(C1CCC(CC1)(F)F)C1=C(C(=O)N)C=C(C=C1C(F)(F)F)F)=O